CN(C([C@H](CC(=O)O)N(C)C(CNC(=O)OCC1C2=CC=CC=C2C=2C=CC=CC12)=O)=O)C (3S)-4-(dimethylamino)-3-[[2-(9H-fluoren-9-ylmethoxycarbonylamino)acetyl]-methylamino]-4-oxobutanoic acid